2-ethyl-4-methoxy-1H-imidazo[4,5-c]pyridine C(C)C=1NC2=C(C(=NC=C2)OC)N1